OC(COC1=CC=C(C=C1)[I+]C1=CC=CC=C1)CCCCCCCCCCCC [4-(2-hydroxy-n-tetradecyloxy)phenyl]phenyliodonium